2-((benzoyloxy)imino)-3-cyclopropenyl-1-(4-(phenylthio)phenyl)propan-1-one C(C1=CC=CC=C1)(=O)ON=C(C(=O)C1=CC=C(C=C1)SC1=CC=CC=C1)CC1=CC1